C[C@@H]1CN(CCC1)CC1=CC(=C2CNC(C2=C1)=O)C(F)(F)F 6-(((S)-3-methylpiperidin-1-yl)methyl)-4-(trifluoromethyl)isoindolin-1-one